hexahydro-1-[(5-iodo-1-naphthalenyl)sulfonyl]-1H-1,4-diazepine hydrochloride Cl.IC1=C2C=CC=C(C2=CC=C1)S(=O)(=O)N1CCNCCC1